Perfluoroamin FN(F)F